6-[4-(1-piperidyl)phenyl]-1,3-benzothiazol-2,6-diamine tert-butyl-N-[6-[4-(1-piperidyl)phenyl]-1,3-benzothiazol-2-yl]carbamate C(C)(C)(C)OC(NC=1SC2=C(N1)C=CC(=C2)C2=CC=C(C=C2)N2CCCCC2)=O.N2(CCCCC2)C2=CC=C(C=C2)C2(C=C1C(=NC(S1)N)C=C2)N